2-cyano-1-(4-methoxybenzyl)pyridinium iodide [I-].C(#N)C1=[N+](C=CC=C1)CC1=CC=C(C=C1)OC